2-(2-bromo-5-ethyl-4-hydroxyphenyl)acetic acid BrC1=C(C=C(C(=C1)O)CC)CC(=O)O